ClC1=C(C(=CC(=C1)F)Cl)C1=NOC(=C1CO)C (3-(2,6-dichloro-4-fluorophenyl)-5-methylisoxazol-4-yl)methanol